N-[[5-[5-(difluoromethyl)-1,3,4-oxadiazol-2-yl]-2-pyridyl]methyl]-N-(4-fluorophenyl)-2,6-dimethyl-thiomorpholin-4-carboxamide FC(C1=NN=C(O1)C=1C=CC(=NC1)CN(C(=O)N1CC(SC(C1)C)C)C1=CC=C(C=C1)F)F